2-(2-aminoethyl)-4-tert-butoxycarbonylaminoglutaric acid dimethyl ester COC(C(CC(C(=O)OC)NC(=O)OC(C)(C)C)CCN)=O